C1=C(C=CC2=CC=CC=C12)C/C=C/C(=O)C1=CC=CC=C1 (E)-4-(naphthalene-2-yl)-1-phenylbut-2-en-1-one